IC1=NN(C=C1)C(CO)(CO)C 2-(3-iodo-1H-pyrazol-1-yl)-2-methylpropan-1,3-diol